ethylene glycol e-phenyl ether C1(=CC=CC=C1)OCCO